3,3-dimethyl-4-[1-[rac-(3R,4R)-3-fluoro-4-piperidyl]indazol-3-yl]-1H-pyrrolo[2,3-b]pyridin-2-one CC1(C(NC2=NC=CC(=C21)C2=NN(C1=CC=CC=C21)[C@H]2[C@@H](CNCC2)F)=O)C |r|